FC(S(=O)(=O)OC1=C(OCC1)C(=O)[O-])(F)F (((trifluoromethyl)sulfonyl)oxy)-4,5-dihydrofuran-2-carboxylate